3-Chloro-5-methyl-2-(1-(pyrazolo[1,5-a]pyrimidine-3-carboxamido)ethyl)benzofuran-7-carboxylic acid ClC1=C(OC2=C1C=C(C=C2C(=O)O)C)C(C)NC(=O)C=2C=NN1C2N=CC=C1